14-amino-9-(sulfanylmethyl)-1,4-dioxa-2,3-diselena-7,10-diazacyclopentadecane-5,8,11,15-tetrone NC1CCC(NC(C(NCC(O[Se][Se]OC1=O)=O)=O)CS)=O